2-(4-carbamoyl-phenyl)acetic acid methyl ester COC(CC1=CC=C(C=C1)C(N)=O)=O